1-methyl-N-((6-(pyrimidin-2-ylmethoxy)-1H-indol-2-yl)methyl)cyclopropane-1-carboxamide CC1(CC1)C(=O)NCC=1NC2=CC(=CC=C2C1)OCC1=NC=CC=N1